O=C1C(=CC(=NN1)C1N(CC2=CC=CC=C12)C(=O)OC(C)(C)C)C(F)(F)F tert-butyl 1-(6-oxo-5-(trifluoromethyl)-1,6-dihydropyridazin-3-yl)isoindoline-2-carboxylate